C(CC1=CC=CC=C1)N.C(C(C)C)C(CC(=O)N)CC(=O)N (R)-3-isobutyl-glutaramide-(R)-phenethylamine salt